(3,3-difluorocyclohexyl)-2-methoxy-4-methyl-1H-imidazole-1-carboxamide FC1(CC(CCC1)C1=C(N=C(N1C(=O)N)OC)C)F